(1-cyclobutyl-4-methoxy-1H-pyrazol-5-yl)boronic acid C1(CCC1)N1N=CC(=C1B(O)O)OC